C(C1=CC=CC=C1)N(C=1C(=C(C=CC1[N+](=O)[O-])CC(=O)O)F)CC1=CC=CC=C1 2-[3-(dibenzylamino)-2-fluoro-4-nitrophenyl]acetic acid